2-(((2-bromopyridin-4-yl)oxy)methyl)-6-cyclopropyl-8-(4-methylpiperazin-1-yl)imidazo[1,2-a]pyridine BrC1=NC=CC(=C1)OCC=1N=C2N(C=C(C=C2N2CCN(CC2)C)C2CC2)C1